1,3-di(dodecyl)imidazolium acetate C(C)(=O)[O-].C(CCCCCCCCCCC)N1C=[N+](C=C1)CCCCCCCCCCCC